NCC(=O)NC1CCC(CC1)C(=O)NCCOC1=CC=C(C=C1)C=1C=C2C(=CC=NC2=CC1)C(=O)NCC(=O)N1[C@@H](CC(C1)(F)F)C#N 6-(4-(2-((1r,4r)-4-(2-aminoacetamido)cyclohexanecarboxamido)ethoxy)phenyl)-N-(2-((S)-2-cyano-4,4-difluoropyrrolidin-1-yl)-2-oxoethyl)quinoline-4-carboxamide